3-(6-methylpyridin-2-yl)-1-(tetrahydro-2H-pyran-2-yl)-1H-pyrazol CC1=CC=CC(=N1)C1=NN(C=C1)C1OCCCC1